FC1=CC(=C(C=C1C1=CC=C(C=C1)C(=O)OC(C)(C)C)C(=O)OCC1=CC=CC=C1)OC 3-Benzyl 4'-(tert-butyl) 6-fluoro-4-methoxy-[1,1'-biphenyl]-3,4'-dicarboxylate